2,2'-dithiobis(5-methyl-1H-pyrrole-3-carbonitrile) CC1=CC(=C(N1)SSC=1NC(=CC1C#N)C)C#N